C(C)(=O)C1C(=O)OCCC1 Acetylvalerolactone